O=C1C(=CC(=NN1)NCCCC(=O)N1CCN(CC1)C1=CC=C(C=N1)C#N)C(F)(F)F 6-[4-[4-[[6-oxo-5-(trifluoromethyl)-1H-pyridazin-3-yl]amino]butyryl]piperazin-1-yl]pyridine-3-carbonitrile